N1N=C(C2=CC=CC=C12)CN1N=CC2=C(C1=O)N(C1=C2CCN(C1)S(=O)(=O)C)C 3-((1H-indazol-3-yl)methyl)-5-methyl-7-(methylsulfonyl)-3,5,6,7,8,9-hexahydro-4H-pyrido[4',3':4,5]pyrrolo[2,3-d]pyridazin-4-one